N-(3-mercaptopropyl)-N'-1-naphthylsuccinamide SCCCNC(CCC(=O)NC1=CC=CC2=CC=CC=C12)=O